CN1C=CC2=C1N=CC=C2C=O 1-methyl-1H-pyrrolo[2,3-b]pyridine-4-formaldehyde